C(C)(C)(C)OC(=O)N[C@H]1C(C[C@@](C1)(C(=O)[O-])CC1=CC(=CC=C1)C1=NC=C(C=N1)F)(F)F |o1:8,11| (1R*,4R*)-4-((tert-butoxycarbonyl)amino)-3,3-difluoro-1-(3-(5-fluoropyrimidin-2-yl)benzyl)cyclopentane-1-carboxylate